CC1=CC(=C(C=C1)N1CCN(CC1)CCC1OC(C2(C1)CCN(CC2)S(=O)(=O)C)=O)N2CCOCC2 3-(2-(4-(4-methyl-2-morpholinophenyl)piperazin-1-yl)ethyl)-8-(methylsulfonyl)-2-oxa-8-azaspiro[4.5]decan-1-one